4-(4-pyridinyl)piperazine N1=CC=C(C=C1)N1CCNCC1